O1C(OCCC1)C1=CC=C(C=C1)C=1SC(=CN1)C=1C=NC(=CC1)CC(C)C 2-(4-(1,3-dioxan-2-yl)phenyl)-5-(6-isobutylpyridin-3-yl)thiazole